CON(C(=O)C=1C=CC=2N(C1)C=CN2)C N-methoxy-N-methyl-imidazo[1,2-a]pyridine-6-carboxamide